C(=O)C1=CC=C(C=C1)C#CC=1C=C(C2=CN(N=C2C1C)CC(=O)NC=1SC=CN1)C(F)(F)F 2-[6-[2-(4-formylphenyl)ethynyl]-7-methyl-4-(trifluoromethyl)indazol-2-yl]-N-thiazol-2-yl-acetamide